2-ethyl-6-fluoro-N-{8-fluoro-2-methylimidazo[1,2-a]pyridin-6-yl}-4-[(3R)-3-(methylamino)pyrrolidin-1-yl]indazole-7-carboxamide C(C)N1N=C2C(=C(C=C(C2=C1)N1C[C@@H](CC1)NC)F)C(=O)NC=1C=C(C=2N(C1)C=C(N2)C)F